N1NC(C=C1)=O 1,2-dihydro-pyrazol-3-one